6-tert-butylfuro[2,3-b]pyrazine-2-carbaldehyde C(C)(C)(C)C1=CC=2C(=NC=C(N2)C=O)O1